(S)-2-(2-(phenylmethyloxy)pyridin-4-yl)propan-1-ol C1(=CC=CC=C1)COC1=NC=CC(=C1)[C@@H](CO)C